ClC1=NC(=C2N=CN(C2=N1)[C@@H]1[C@@H]2[C@]([C@@H]3[C@H]1OC(O3)(C)C)(C2)CF)NC(C2CCCCC2)C2CCCCC2 2-Chloro-N-(dicyclohexylmethyl)-9-((3aR,3bS,4aS,5R,5aS)-3b-(fluoromethyl)-2,2-dimethylhexahydrocyclopropa[3,4]cyclopenta[1,2-d][1,3]dioxol-5-yl)-9H-purin-6-amine